S1C=NC2=C1C=CC(=C2)C(C)N2CCN(CC2)C2=NC=C(C=N2)[S@](=O)(C)=N (R)-(2-(4-(1-(benzo[d]thiazol-5-yl)ethyl)piperazin-1-yl)pyrimidin-5-yl)(imino)(methyl)-λ6-sulfanone